CC(C(C(=O)[O-])O)C 3-methyl-2-hydroxybutanoate